hydroxy-N'-(2-furylmethylene)-2-naphthoic acid hydrazide OC1=C(C=CC2=CC=CC=C12)C(=O)NN=CC=1OC=CC1